2-bromo-7-oxo-4,5,6,7-tetrahydrobenzo[b]thiophene-3-carboxylic acid ethyl ester C(C)OC(=O)C=1C2=C(SC1Br)C(CCC2)=O